7-ethyl-5-(1-isopentylpiperidin-4-yl)-4-oxa-7-azaspiro[2.5]octane C(C)N1CC(OC2(CC2)C1)C1CCN(CC1)CCC(C)C